C(C1=CC=CC=C1)N1N=C(N=N1)C=1C=C(C=NC1OC)C1=CC=C2C(=NNC2=C1)C(=O)NC 6-[5-(2-benzyl-2H-1,2,3,4-tetrazol-5-yl)-6-methoxypyridin-3-yl]-N-methyl-1H-indazole-3-carboxamide